C(#N)C=1C=C(C=CC1)C(CCC1CC1)(N[S@](=O)C(C)(C)C)C=1C=CC(=C(C1)NC(=O)[C@@H]1N(C[C@@H](C1)O)C(=O)NC1=CC=C(C=C1)C)F (2R,4R)-N2-(5-((-)-1-(3-cyanophenyl)-3-cyclopropyl-1-((R)-1,1-dimethylethylsulfinamido)propyl)-2-fluorophenyl)-4-hydroxy-N1-p-tolylpyrrolidine-1,2-dicarboxamide